FC(C1=NN=C(O1)C=1C=CC(=NC1)CN1C(N(C2=C1C(=CC=C2)F)C2CCN(CC2)C2COC2)=O)F 3-((5-(5-(difluoromethyl)-1,3,4-oxadiazole-2-yl)pyridine-2-yl)methyl)-4-fluoro-1-(1-(oxetan-3-yl)piperidine-4-yl)-1,3-dihydro-2H-benzo[d]imidazole-2-one